(E)-1-(2-((4-fluorophenyl)sulfonyl)vinyl)-4-(pyridin-3-yl)-1,4-dihydro-5H-tetrazol-5-one FC1=CC=C(C=C1)S(=O)(=O)/C=C/N1N=NN(C1=O)C=1C=NC=CC1